(5,7-difluoro-2-(4-fluorophenyl-2,3,5,6-d4)-1H-indol-3-yl)propionic acid FC=1C=C2C(=C(NC2=C(C1)F)C1=C(C(=C(C(=C1[2H])[2H])F)[2H])[2H])C(C(=O)O)C